N(C#N)[S@](=NC(CC1=C(C=C(C=C1C(C)C)F)C(C)C)=O)(=O)C1=C(N=C(S1)C(C)(C)O)CO (S)-N-(cyanamido(4-(hydroxymethyl)-2-(2-hydroxypropan-2-yl)thiazol-5-yl)(oxo)-λ6-sulfaneylidene)-2-(4-fluoro-2,6-diisopropylphenyl)acetamide